NCC=1C(=C2CN(C(C2=CC1)=O)C1C(NC(CC1)=O)=O)F 3-(5-(aminomethyl)-4-fluoro-1-oxoisoindolin-2-yl)piperidine-2,6-dione